pyrazino[1,2-a]pyrimidin-4-one hydrochloride Cl.N1=C2N(C(C=C1)=O)C=CN=C2